FC1=C(C(=CC=C1C(C)C)OC)B(O)O (2-fluoro-3-isopropyl-6-methoxyphenyl)boronic acid